4-allyl-1-(but-3-en-1-yloxy)-2-methoxybenzene C(C=C)C1=CC(=C(C=C1)OCCC=C)OC